(2S,4R)-1-((S)-2-acetamidopropionyl)-4-hydroxy-N-phenethyl-pyrrolidine-2-carboxamide C(C)(=O)N[C@H](C(=O)N1[C@@H](C[C@H](C1)O)C(=O)NCCC1=CC=CC=C1)C